CC(C)(C)C=1C=C(C(=O)O)C=C(C1O)C 3-(1,1-dimethylethyl)-4-hydroxy-5-methylbenzoic acid